methyl 2-(3-bromo-1,2-oxazol-5-yl)-3-methylbutanoate BrC1=NOC(=C1)C(C(=O)OC)C(C)C